FC=1C=C(CC2=CC(=NC=C2)N2N=C(C(=C2)CO)C(=O)NC)C=C(C1)C(F)(F)F 1-(4-(3-Fluoro-5-(trifluoromethyl)benzyl)pyridin-2-yl)-4-(hydroxymethyl)-N-methyl-1H-pyrazol-3-carboxamid